(2S,4R)-1-((S)-2-(6-chlorohexanamido)-3,3-dimethylbutyryl)-4-hydroxy-N-(4-(4-methylthiazol-5-yl)benzyl)pyrrolidine-2-carboxamide ClCCCCCC(=O)N[C@H](C(=O)N1[C@@H](C[C@H](C1)O)C(=O)NCC1=CC=C(C=C1)C1=C(N=CS1)C)C(C)(C)C